FC1=CC=C(C=C1)CC(=O)NC1=NC=CC(=C1)C=1C(=NN2C1CNCC2)C2=CC=C(C=C2)F 2-(4-fluorophenyl)-N-(4-(2-(4-fluorophenyl)-4,5,6,7-tetrahydropyrazolo[1,5-a]pyrazin-3-yl)pyridin-2-yl)acetamide